ClC=1C=CC(=C(OC(CCN2C(C3=CC=CC=C3C2=O)=O)C2=CC(=NC=C2)NC(OC(C)(C)C)=O)C1)C#N tert-butyl (4-(1-(5-chloro-2-cyanophenoxy)-3-(1,3-dioxoisoindolin-2-yl)propyl)pyridin-2-yl)carbamate